N-[fluorenylmethoxycarbonyl]-D-phenylalanine C1(=CC=CC=2C3=CC=CC=C3CC12)COC(=O)N[C@H](CC1=CC=CC=C1)C(=O)O